(R)-5-((((6-(2-chloro-3-(3-chloro-5'-methoxy-6'-((((S)-2-oxotetrahydrofuran-3-yl)amino)methyl)-[2,3'-bipyridin]-4-yl)phenyl)-2-methoxypyridin-3-yl)methyl)amino)methyl)pyrrolidin-2-one ClC1=C(C=CC=C1C1=C(C(=NC=C1)C=1C=NC(=C(C1)OC)CN[C@@H]1C(OCC1)=O)Cl)C1=CC=C(C(=N1)OC)CNC[C@H]1CCC(N1)=O